CC1CCOCC1 4-methyltetrahydropyran